C(C)(=O)C1=C2C=CC(=NC2=C(C=C1)O)O 5-acetyl-2,8-dihydroxyquinoline